Cl.Cl.C(C)(C)N([C@@H]1[C@@H](NCC1)C)C (2S,3S)-N-Isopropyl-N,2-dimethylpyrrolidin-3-amine dihydrochloride